C(C)C1=NC(=NO1)C=1C=C2CC[C@@H](C2=CC1)C(=O)NC1=CC=CC=C1 (S)-5-(5-Ethyl-1,2,4-oxadiazol-3-yl)-N-phenyl-2,3-dihydro-1H-inden-1-carboxamid